C(C)C1CCCOC1 5-ethyltetrahydro-2H-pyran